N1=NC=CC2=C1CCCN2 5,6,7,8-tetrahydropyrido[3,2-c]Pyridazine